4-(piperazin-1-yl)-2-(trifluoromethyl)benzonitrile N1(CCNCC1)C1=CC(=C(C#N)C=C1)C(F)(F)F